C(#N)C1=CC=C(C=N1)OCCCCCOC1=CC(=NC=C1)C#N 4-({5-[(6-cyanopyridin-3-yl)oxy]pentyl}oxy)pyridine-2-carbonitrile